tert-butyl-4-(3-(2,4-difluorophenyl)-4-oxo-3,4-dihydrophthalazin-1-yl)-3,6-dihydropyridin-1(2H)-carboxylate C(C)(C)(C)OC(=O)N1CCC(=CC1)C1=NN(C(C2=CC=CC=C12)=O)C1=C(C=C(C=C1)F)F